C(C1=CC=CC=C1)OC=1C(C(=O)O)=CC=CC1.OC1=C(C(=O)OCC2=CC=CC=C2)C=CC=C1 benzyl 2-hydroxybenzoate Benzyl-Salicylate